t-butoxycarbonyl-L-histidine C(C)(C)(C)OC(=O)N[C@@H](CC1=CNC=N1)C(=O)O